NCC(=O)NCC(=O)NCC(=O)O 2-[[2-[(2-aminoacetyl)amino]acetyl]amino]acetic acid